4-(6-Amino-2-(quinolin-3-yl)pyrimidin-4-yl)piperazine-1-carboxylate NC1=CC(=NC(=N1)C=1C=NC2=CC=CC=C2C1)N1CCN(CC1)C(=O)[O-]